ClC1=CC2=C(C=C3N2C(=NN(C3=O)CC(=O)N[C@H]3CN(CCC3)CC(C)(C)O)C(C)C)S1 (R)-2-(2-Chloro-5-isopropyl-8-oxothieno[2',3':4,5]pyrrolo[1,2-d][1,2,4]triazin-7(8H)-yl)-N-(1-(2-hydroxy-2-methylpropyl)piperidin-3-yl)acetamide